C12(CC3CC(CC(C1)C3)C2)CN(C(=O)C=2N=NC(=CC2)N2CCN(CC2)CC2=C(C=CC=C2)C2=CC(=CC=C2)O)C N-(1-Adamantylmethyl)-6-[4-[[2-(3-hydroxyphenyl)phenyl]methyl]piperazin-1-yl]-N-methylpyridazine-3-carboxamide